NC1=NC=C(C2=C1C=NN2COCC[Si](C)(C)C)NC(=O)C(=O)N(CN2N=CC=C2)CC2=CC=CC=C2 N-[4-amino-1-(2-trimethylsilylethoxymethyl)pyrazolo[4,3-c]pyridin-7-yl]-N'-benzyl-N'-(pyrazol-1-ylmethyl)oxamide